The molecule is a nucleotide-sugar oxoanion arising from deprotonation of the diphosphate OH groups of UDP-N-acetyl-D-mannosamine; major species at pH 7.3. It is a conjugate base of an UDP-N-acetyl-D-mannosamine. CC(=O)N[C@H]1[C@H]([C@@H]([C@H](OC1OP(=O)([O-])OP(=O)([O-])OC[C@@H]2[C@H]([C@H]([C@@H](O2)N3C=CC(=O)NC3=O)O)O)CO)O)O